C(C)(C)(C)NC1=NC=C(C(=N1)NC1=CC=CC=C1)C(=O)N 2-(tert-butylamino)-4-(phenylamino)pyrimidine-5-carboxamide